COC1=C(C(=CC2=C1C1=CC=C(C(C=C1[C@H](CC2)NC(C)=O)=O)C=2C=NN(C2)C)OC)OC (S)-N-{1,2,3-trimethoxy-10-(1-methyl-1H-pyrazol-4-yl)-9-oxo-5,6,7,9-tetrahydrobenzo[a]heptalen-7-yl}acetamide